(S)-1-(2-((3-(4-phenoxyphenyl)-1H-pyrazolo[3,4-d]pyrimidin-1-yl)methyl)azetidin-1-yl)but-2-yn-1-one O(C1=CC=CC=C1)C1=CC=C(C=C1)C1=NN(C2=NC=NC=C21)C[C@H]2N(CC2)C(C#CC)=O